CC=1C=C(C=CC1C)N1N=C(C=2C=NC=3C=CC(=CC3C21)C)C2=CC(=C(C=C2)O)OC 4-[1-(3,4-dimethylphenyl)-8-methyl-pyrazolo[4,3-c]quinolin-3-yl]-2-methoxy-phenol